CC=1C(N(CC1)C1=CC(=CC=C1)B1OC(C(O1)(C)C)(C)C)=O 3-methyl-1-(3-(4,4,5,5-tetramethyl-1,3,2-dioxaborolan-2-yl)phenyl)-1H-pyrrol-2(5H)-one